N-(cyclopropylmethyl)-3-nitroaniline C1(CC1)CNC1=CC(=CC=C1)[N+](=O)[O-]